N-((3S,4R)-4-((6-(2,6-dichloro-3,5-dimethoxyphenyl)-8-((tetrahydrofuran-3-yl)amino)pyrido[3,4-d]pyrimidin-2-yl)amino)-1-(1H-pyrazol-4-yl)pyrrolidine-3-yl)acrylamide ClC1=C(C(=C(C=C1OC)OC)Cl)C1=CC2=C(N=C(N=C2)N[C@H]2[C@H](CN(C2)C=2C=NNC2)NC(C=C)=O)C(=N1)NC1COCC1